BrC=1C(=NC(=NC1)Cl)NC1CCCC1 5-Bromo-2-chloro-N-cyclopentyl-pyrimidin-4-amine